C(C=CCCCC)O 2-hepten-1-ol